NC1=CC(=C(C(=N1)C1=C(C=C2C(=NC=NC2=C1F)N1[C@H](CN(CC1)C(C=C)=O)C)Cl)C(F)(F)F)C 1-((3S)-4-(7-(6-amino-4-methyl-3-(trifluoromethyl)pyridin-2-yl)-6-chloro-8-fluoroquinazolin-4-yl)-3-methylpiperazin-1-yl)prop-2-en-1-one